4-[2-(5-fluoro-2-pyridinyl)-6,6-dimethyl-5,7-dihydro-4H-pyrazolo[1,5-a]pyridin-3-yl]-1H-pyrazolo[3,4-b]pyridine FC=1C=CC(=NC1)C1=NN2C(CCC(C2)(C)C)=C1C1=C2C(=NC=C1)NN=C2